NCCC1=CC(=C(C=C1)N1N=CC2=C1CNC2)F 1-(4-(2-aminoethyl)-2-fluorophenyl)-4,6-dihydropyrrolo[3,4-c]pyrazole